C(C1=CC=CC=C1)OC1=C(C=C2C=NN(C2=C1F)C1=CC=C(C=C1)C1CN(C1)C(=O)OC(C)(C)C)F tert-Butyl 3-(4-(6-(benzyloxy)-5,7-difluoro-1H-indazol-1-yl)phenyl)azetidine-1-carboxylate